1-(5-iodo-6-(3-methoxy-2-(methoxymethyl)propyl)pyrazin-2-yl)piperidine-4-carboxylic acid ethyl ester C(C)OC(=O)C1CCN(CC1)C1=NC(=C(N=C1)I)CC(COC)COC